CC1=C(C=C(C=C1)CC=O)CC(=O)O [2-methyl-5-(2-oxoethyl)phenyl]acetic acid